C(CCC)OC=1C=C(C=CC1)B(O)O 3-BUTOXYPHENYLBORONIC ACID